3-hydroxynonanoat OC(CC(=O)[O-])CCCCCC